FC(CN1CCC(CC1)NC(=O)C=1C=NN2C1C=C(C=C2)C2=CNC1=NC=CC=C12)(C)F N-(1-(2,2-difluoropropyl)piperidin-4-yl)-5-(1H-pyrrolo[2,3-b]pyridin-3-yl)pyrazolo[1,5-a]pyridine-3-carboxamide